NC1=C2C(N(C(C2=CC(=C1)F)=O)C1C(NC(CC1)=O)=O)=O amino-2-(2,6-dioxopiperidin-3-yl)-6-fluoroisoindoline-1,3-dione